4-(4-isopropylphenyl)thiazol-2-amine C(C)(C)C1=CC=C(C=C1)C=1N=C(SC1)N